BrC1=CC(=C(C#N)C=C1)F 4-Bromo-2-fluoro-benzonitrile